Adipic Acid, Dihydrazide C(CCCCC(=O)NN)(=O)NN